FC(C)(C)C1CCC(CC1)C=O 4-(2-fluoropropan-2-yl)cyclohexanecarbaldehyde